BrCC(=O)C=1C=CC(=C(C1)N1C(=NC2=CC=CC=C2C1=O)CC1(CCN(CC1)C(=O)OC(C)(C)C)O)OC(C)C tert-butyl 4-((3-(5-(2-bromoacetyl)-2-isopropoxyphenyl)-4-oxo-3,4-dihydroquinazolin-2-yl)methyl)-4-hydroxypiperidine-1-carboxylate